C(#N)C=1C(=C(C(=O)NC2=CC=C3C=NN(C3=C2)C2=CN=C(S2)OC)C=CC1)C(C)C 3-Cyano-2-isopropyl-N-(1-(2-methoxythiazol-5-yl)-1H-indazol-6-yl)benzamide